(7-Methoxy-1-(2-methoxyethyl)-1H-indazol-6-yl)carbamic acid tert-butyl ester C(C)(C)(C)OC(NC1=CC=C2C=NN(C2=C1OC)CCOC)=O